Benzyl-[1-(3-phenyl-adamantan-1-yl)-ethyl]-amine C(C1=CC=CC=C1)NC(C)C12CC3(CC(CC(C1)C3)C2)C2=CC=CC=C2